[N+](=O)([O-])C1=C(C=CC=C1)NC(=O)CCNCCC=1SC=C(N1)C(=O)OCC ethyl 2-[2-({2-[(2-nitrophenyl) carbamoyl] ethyl} amino) ethyl]-1,3-thiazole-4-carboxylate